C(#N)C=1C=C(C(=NC1)OC)S(=O)(=O)NC1=C(C(=C(C=C1)F)C=1C=CC=2N(C1)C=NC2C=2N(C=CN2)COCC[Si](C)(C)C)F 5-cyano-N-[2,4-difluoro-3-[1-(1-[[2-(trimethylsilyl)ethoxy]methyl]imidazol-2-yl)imidazo[1,5-a]pyridin-6-yl]phenyl]-2-methoxypyridine-3-sulfonamide